3-ACETYL-2-OXO-1,2-DIHYDRO-QUINOLINE-4-CARBOXYLIC ACID C(C)(=O)C=1C(NC2=CC=CC=C2C1C(=O)O)=O